N[C@H](CC(C)C)C(=O)O D-leucin